C(C)(C)(C)OC(=O)N1[C@@H](CCC1)C=1C=C(C=C2CCOCC12)C1BOOC1 (S)-2-(6-(4,5-dioxaborolan-2-yl)isochroman-8-yl)pyrrolidine-1-carboxylic acid tert-butyl ester